(S)-2-(difluoromethyl)-2H-1,2,3-triazole FC(N1N=CC=N1)F